COC(=O)C=1C=CC2=C(C(CS2=O)=NC(=O)OC(C)(C)C)C1 3-tert-Butoxycarbonylimino-1-oxo-benzothiophene-5-carboxylic acid methyl ester